(R)-8-(cyclohexylsulfonyl)-3-(2-(4-(p-tolyl)piperazin-1-yl)ethyl)-2-oxa-8-azaspiro[4.5]decan-1-one C1(CCCCC1)S(=O)(=O)N1CCC2(C[C@@H](OC2=O)CCN2CCN(CC2)C2=CC=C(C=C2)C)CC1